2-(1-amino-2-(cyclopropylsulfonyl)ethyl)pentanoic acid methyl ester hydrochloride Cl.COC(C(CCC)C(CS(=O)(=O)C1CC1)N)=O